1,1-bis-(4-hydroxyphenyl)-isobutane OC1=CC=C(C=C1)C(C(C)C)C1=CC=C(C=C1)O